C(C1=CC=CC=C1)OC(=O)N1CCC2(CCCO2)CC1 1-oxa-8-azaspiro[4.5]decane-8-carboxylic acid benzyl ester